Cl.C(C)N(CC)C1CNC1 3-(N,N-diethylamino)azetidine hydrochloride